2-(2-ethylphenyl-2-((R)-3-(5,6,7,8-tetrahydro-1,8-naphthyridin-2-yl)pentoxy)pyrrolidin-1-yl)acetic acid C(C)C1=C(C=CC=C1)C1(N(CCC1)CC(=O)O)OCC[C@@H](CC)C1=NC=2NCCCC2C=C1